BrCCCOCC1=CC=CC=C1 [(3-bromopropoxy)methyl]benzene